(S,E)-N-(1-(2-bromothiazol-5-yl)ethylidene)-2-methylpropane-2-sulfinamide BrC=1SC(=CN1)\C(\C)=N\[S@@](=O)C(C)(C)C